Cl.C(C)(=O)O[C@@H]1CNCC[C@H]1NC1=NN2C(C=N1)=C(N=C2CC(C)C)C(F)(F)F (3R,4R)-4-{[7-(2-methylpropyl)-5-(trifluoromethyl)imidazo[4,3-f][1,2,4]triazin-2-yl]amino}piperidin-3-yl acetate hydrochloride